BrC=1C(=C(C(=C(C1)C)C)C(=O)O)O 3-bromo-2-hydroxy-5,6-xylenecarboxylic acid